2-[[6-[5-Chloro-3-[1-[1-(2-pyridyl)azetidin-3-yl]pyrazol-4-yl]quinoxalin-6-yl]oxy-2-methyl-benzimidazol-1-yl]methoxy]ethyl-trimethyl-silane ClC1=C2N=C(C=NC2=CC=C1OC=1C=CC2=C(N(C(=N2)C)COCC[Si](C)(C)C)C1)C=1C=NN(C1)C1CN(C1)C1=NC=CC=C1